isopropyl-1H-tetrazole C(C)(C)N1N=NN=C1